CC1=C(CN2C(=NC3=C2C=CC=C3)CN3C(CNCC3)C(=O)C3CC3)C=CC=C1 1-(2-methylbenzyl)-2-((cyclopropylformylpiperazin-1-yl)methyl)-1H-benzimidazole